(1r,4S)-N-((S)-1-(4-((4-cyclopropyl-1,5-naphthyridin-3-yl)amino)phenyl)-2,2,2-trifluoroethyl)-N-methyl-4-(5-methyl-1,3,4-oxadiazol-2-yl)cyclohexane-1-carboxamide C1(CC1)C1=C(C=NC2=CC=CN=C12)NC1=CC=C(C=C1)[C@H](C(F)(F)F)N(C(=O)C1CCC(CC1)C=1OC(=NN1)C)C